COCC(C1=C2C=CNC2=C(C=C1OC)C)N1N=C2C=C(C=CC2=C1)C#N 2-(2-methoxy-1-(5-methoxy-7-methyl-1H-indol-4-yl)ethyl)-2H-indazole-6-carbonitrile